CC1=C(C(=CC=C1)C)C1=NC=2NS(C3=CC=CC(C(N4CCN(CC(OC(=C1)N2)C4)CC4=CC=NC=C4)=O)=C3)(=O)=O 12-(2,6-dimethylphenyl)-18-[(pyridin-4-yl)methyl]-15-oxa-8λ6-thia-1,9,11,18,22-pentaazatetracyclo[14.4.1.13,7.110,14]tricosa-3(23),4,6,10(22),11,13-hexaene-2,8,8-trione